ClC1=CC=C2C(=N1)C=C(S2)C2=CC=CC=C2 5-chloro-2-phenylthieno[3,2-b]pyridine